7,9-di-tert-butyl-3-(2-fluoro-4-methylphenyl)-4-phenyl-1-oxa-2-azaspiro[4.5]deca-2,6,9-trien-8-one C(C)(C)(C)C1=CC2(C(C(=NO2)C2=C(C=C(C=C2)C)F)C2=CC=CC=C2)C=C(C1=O)C(C)(C)C